3-(5,6-dihydroimidazo[1,2-a]pyridin-8-yl)-1,5-dihydro-4H-pyrazolo[3,4-d]pyrimidin-4-one N=1C=CN2C1C(=CCC2)C2=NNC=1N=CNC(C12)=O